CN1C(=C(C2=CC=CC=C12)NC1=NC=CC=C1)C(=O)N[C@@H](C)C1=CC=C(C(=O)O)C=C1 (S)-4-(1-(1-methyl-3-(pyridin-2-ylamino)-1H-indole-2-carboxamido)ethyl)benzoic acid